Cl.Cl.CN1N=C2C(=CC(=CC2=C1)C=1C=CC(=C(C1)O)C1=CN=C(N=N1)N1C[C@@H](NCC1)C(C)C)C 5-(2,7-dimethyl-2H-indazol-5-yl)-2-{3-[(3S)-3-(prop-2-yl)piperazin-1-yl]-1,2,4-triazin-6-yl}phenol dihydrochloride